potassium (S)-((4-(tert-butoxycarbonyl)-3-methylpiperazin-1-yl)methyl)trifluoroborate C(C)(C)(C)OC(=O)N1[C@H](CN(CC1)C[B-](F)(F)F)C.[K+]